2-((diethoxyphosphoryl)difluoromethyl)quinoline-7-carboxylic Acid C(C)OP(=O)(OCC)C(C1=NC2=CC(=CC=C2C=C1)C(=O)O)(F)F